3-(6-cyclopropyl-2-(hydroxymethyl)imidazo[1,2-a]pyridin-8-yl)oxetan-3-ol C1(CC1)C=1C=C(C=2N(C1)C=C(N2)CO)C2(COC2)O